ONC(=O)C12CN(CC(CC1)N2C(C2=CC=C(C=C2)OC2=CC=C(C=C2)OC(F)(F)F)=O)C(=O)OCCOC 2-methoxyethyl 1-(hydroxycarbamoyl)-8-(4-(4-(trifluoromethoxy)phenoxy)benzoyl)-3,8-diazabicyclo[3.2.1]octane-3-carboxylate